ClC1=CC=C(C=C1)C1=NN(C(C2=CC=CC=C12)=O)NC(CC1CCCC1)=O N-[4-(4-chlorophenyl)-1-oxophthalazin-2(1H)-yl]-2-cyclopentylacetamide